(E)-indol-2-one N=1C(C=C2C=CC=CC12)=O